(S)-2-(Butan-2-yl-1,1,1-d3)-3-methylbenzo[4,5]imidazo[1,2-a]pyrimidin-4(10H)-one C([C@@H](CC)C=1N=C2N(C(C1C)=O)C1=C(N2)C=CC=C1)([2H])([2H])[2H]